C(C)OC(=O)C1=CC(=[N+](C=C1F)[O-])C1=CC=C(C=C1)F 4-(ethoxycarbonyl)-5-fluoro-2-(4-fluorophenyl)pyridine 1-oxide